C(=O)C1=C(N=CN1C)C(=O)OCC ethyl 5-formyl-1-methyl-imidazole-4-carboxylate